Di-tert-butyl 3,3'-((1,4-phenylenebis(ethyne-2,1-diyl))bis(2-methyl-4-oxoquinazoline-5,3(4H)-diyl))bis(2,6-dioxopiperidine-1-carboxylate) C1(=CC=C(C=C1)C#CC1=C2C(N(C(=NC2=CC=C1)C)C1C(N(C(CC1)=O)C(=O)OC(C)(C)C)=O)=O)C#CC1=C2C(N(C(=NC2=CC=C1)C)C1C(N(C(CC1)=O)C(=O)OC(C)(C)C)=O)=O